3-(4-((5-amino-3,3-dimethylpentyl)(4-aminobutyl)amino)-1-oxoisoindolin-2-yl)piperidine-2,6-dione dihydrochloride Cl.Cl.NCCC(CCN(C1=C2CN(C(C2=CC=C1)=O)C1C(NC(CC1)=O)=O)CCCCN)(C)C